1-(5-(5-(2-chlorophenyl)-1,2,4-oxadiazol-3-yl)-1H-benzo[d][1,2,3]triazol-1-yl)-2-methylpropan-2-ol ClC1=C(C=CC=C1)C1=NC(=NO1)C1=CC2=C(N(N=N2)CC(C)(O)C)C=C1